(4-amino-1-(5-((2,3-dichloropyridin-4-yl)thio)pyrazin-2-yl)piperidin-4-yl)methanol NC1(CCN(CC1)C1=NC=C(N=C1)SC1=C(C(=NC=C1)Cl)Cl)CO